C(C(C)C)(=O)ON=NOC(C(C)C)=O azo diisobutyrate